ClCC(C[C@@]1(NCC2(CC2)C1)C(=O)OC)=C methyl (R)-6-(2-(chloromethyl)allyl)-5-azaspiro[2.4]heptan-6-carboxylate